[Zn].[Cu].O1CC(=CC1)C1=C(C=C(C=C1)[N+](=O)[O-])CO (2-(2,5-Dihydrofuran-3-yl)-5-nitrophenyl)methanol Copper zinc